tert-butyl-dimethyl-[3-(1-tetrahydropyran-2-yloxycyclopropyl)prop-2-ynoxy]silane C(C)(C)(C)[Si](OCC#CC1(CC1)OC1OCCCC1)(C)C